(M)-(1S,9S)-6-(2-chloro-6-hydroxyphenyl)-4-(2-(2-propenoyl)-2,6-diazaspiro[3.4]octan-6-yl)-3-azatricyclo[7.1.1.02,7]undeca-2,4,6-triene-5-carbonitrile ClC1=C(C(=CC=C1)O)C=1C(=C(N=C2C3CC(CC12)C3)N3CC1(CN(C1)C(C=C)=O)CC3)C#N